Zinc Naphthoate C1=CC=C2C(=C1)C=CC=C2C(=O)O.C1=CC=C2C(=C1)C=CC=C2C(=O)O.[Zn]